Dimethyl 3,6-difluorobenzene-1,2-dicarboxylate FC1=C(C(=C(C=C1)F)C(=O)OC)C(=O)OC